(5S)-5-[[[4-[3-Chloro-4-[2-chloro-3-[3-[[2-hydroxyethyl(methyl)amino]methyl]-1-methyl-pyrrolo[2,3-b]pyridin-6-yl]phenyl]-2-pyridyl]-2-methoxy-phenyl]methylamino]methyl]pyrrolidin-2-one ClC=1C(=NC=CC1C1=C(C(=CC=C1)C1=CC=C2C(=N1)N(C=C2CN(C)CCO)C)Cl)C2=CC(=C(C=C2)CNC[C@@H]2CCC(N2)=O)OC